N-[6-(2,2-difluoroethoxy)-5-fluoro-2-methoxy-3-pyridyl]-7-(difluoromethyl)imidazo[1,2-a]pyridine-3-sulfonamide FC(COC1=C(C=C(C(=N1)OC)NS(=O)(=O)C1=CN=C2N1C=CC(=C2)C(F)F)F)F